2,5-bis(isocyanatomethyl)-bicyclo[2.2.1]Heptane N(=C=O)CC1C2CC(C(C1)C2)CN=C=O